(R)-3-chloro-N-(1-(3-fluorophenyl)piperidin-3-yl)-1,2,4-thiadiazol-5-amine ClC1=NSC(=N1)N[C@H]1CN(CCC1)C1=CC(=CC=C1)F